(2R)-2-methoxy-N-[5-[[(3R)-1-(6-methylpyridazin-3-yl)pyrrolidin-3-yl]amino]-1,3,4-thiadiazol-2-yl]-2-[3-(trifluoromethoxy)phenyl]acetamide CO[C@@H](C(=O)NC=1SC(=NN1)N[C@H]1CN(CC1)C=1N=NC(=CC1)C)C1=CC(=CC=C1)OC(F)(F)F